zirconium (IV) lactate C(C(O)C)(=O)[O-].[Zr+4].C(C(O)C)(=O)[O-].C(C(O)C)(=O)[O-].C(C(O)C)(=O)[O-]